diphenylphosphane C1(=CC=CC=C1)PC1=CC=CC=C1